FC=1C=C(C=C(C1)F)[C@@H]1N(OCC1)C1=CC(=NC=N1)NC1=C(C=C2C3(CNC2=C1)CC3)OC (R)-N-(6-(3-(3,5-difluorophenyl)isooxazolidin-2-yl)pyrimidin-4-yl)-5'-methoxyspiro[cyclopropane-1,3'-indoline]-6'-amine